(1H-indol-6-yl)(3-(5-phenyl-1,3,4-thiadiazol-2-yl)piperidin-1-yl)methanone N1C=CC2=CC=C(C=C12)C(=O)N1CC(CCC1)C=1SC(=NN1)C1=CC=CC=C1